(3-Chloro-2-hydroxypropyl)trimethylammonium chlorid [Cl-].ClCC(C[N+](C)(C)C)O